5-[[2-(2,6-dioxo-3-piperidinyl)-1,3-dioxo-isoindolin-4-yl]amino]pentane O=C1NC(CCC1N1C(C2=CC=CC(=C2C1=O)NCCCCC)=O)=O